N-(2-((R)-4-Cyanothiazolidin-3-yl)-2-oxoethyl)-6-(1-((RS)-tetrahydro-2H-pyran-2-yl)-1H-pyrazol-5-yl)quinoline-4-carboxamide C(#N)[C@H]1N(CSC1)C(CNC(=O)C1=CC=NC2=CC=C(C=C12)C1=CC=NN1[C@@H]1OCCCC1)=O |&1:27|